1-(4-chloro-3-(trifluoromethyl)phenyl)-3-(2-fluoro-3-(3-(pyrrolidin-1-yl)quinoxaline-6-carbonyl)phenyl)urea ClC1=C(C=C(C=C1)NC(=O)NC1=C(C(=CC=C1)C(=O)C=1C=C2N=C(C=NC2=CC1)N1CCCC1)F)C(F)(F)F